C1(CC1)C=1OC2=C(N1)C=CC=C2C(=O)O 2-cyclopropylbenzo[d]oxazole-7-carboxylic acid